ClC1=C(OCCCC(=O)O)C(=CC(=C1)C1=NC(=CN=C1)OC1CCC1)F 4-[2-chloro-4-(6-cyclobutoxy-pyrazin-2-yl)-6-fluoro-phenoxy]-butyric acid